N(=[N+]=[N-])C1C(N(C=2N(CC1)N=C(C2)C(F)(F)F)C)=O 6-azido-4-methyl-2-(trifluoromethyl)-7,8-dihydro-6H-pyrazolo[1,5-a][1,3]diazepin-5-one